BrC=1C=C(C=NS(=O)C(C)(C)C)C=CC1 N-(3-bromobenzylidene)-2-methylpropan-2-sulfinamide